ClC1=CC(=CN=N1)C=1C=C(C=CC1C)NC(=O)C=1N=NC=C(C1)C(F)(F)F N-(3-(6-chloropyridazin-4-yl)-4-methylphenyl)-5-(trifluoromethyl)pyridazine-3-carboxamide